Trans-3-((2-(trifluoromethyl)pyrimidin-5-yl)oxy)cyclobutan-1-amine FC(C1=NC=C(C=N1)O[C@@H]1C[C@H](C1)N)(F)F